BrC=1C=NN2C1N=C(N=C2NCC2=NC1=C(N2)C=CC(=C1)OC)SC 8-bromo-N-[(5-methoxy-1H-benzimidazol-2-yl)methyl]-2-(methylsulfanyl)pyrazolo[1,5-a][1,3,5]triazin-4-amine